CC1=C(C=C(C=C1)NC(C1=CC(=CC=C1)C(F)(F)F)=O)NC1=NC=CC=C1C1=C2N=CN(C2=NC=N1)C1OCCCC1 N-(4-methyl-3-((3-(9-(tetrahydro-2H-pyran-2-yl)-9H-purin-6-yl)pyridin-2-yl)amino)phenyl)-3-(trifluoromethyl)benzamide